C(C)(C)(C)OC(=O)N(C(OC(C)(C)C)=O)C1=NN2C(C=C(C=C2)C2=C(C(=C(C=C2F)F)C=2C=NN(C2)C(C(C)(F)F)C2=CC=C(C=C2)F)F)=N1 tert-butyl (tert-butoxycarbonyl)(7-(3-(1-(2,2-difluoro-1-(4-fluoro-phenyl)propyl)-1H-pyrazol-4-yl)-2,4,6-trifluorophenyl)-[1,2,4]triazolo[1,5-a]pyridin-2-yl)carbamate